(Z)-11-hexadecene CCCCCCCCCC\C=C/CCCC